[2,6-bis(2,6-dimethoxyphenyl)phenyl]-di-tert-butylphosphine COC1=C(C(=CC=C1)OC)C1=C(C(=CC=C1)C1=C(C=CC=C1OC)OC)P(C(C)(C)C)C(C)(C)C